C[C@H]1CN(C[C@H](N1)C)C1=CC=C(N=N1)C1=C(C=C(C=N1)NC=1C=NC(=CC1)C)OCOC 6-(6-((3S,5R)-3,5-dimethylpiperazin-1-yl)pyridazin-3-yl)-5-(methoxymethoxy)-N-(6-methylpyridin-3-yl)pyridin-3-amine